7-[4-(4-methylpiperazin-1-yl)-1-piperidyl]-2-[5-(6-methyl-2-pyridyl)-1H-triazol-4-yl]-1,5-naphthyridine CN1CCN(CC1)C1CCN(CC1)C1=CN=C2C=CC(=NC2=C1)C=1N=NNC1C1=NC(=CC=C1)C